NC1=C2C(=NC=N1)N(N=C2C2=CC=C(C=C2)OC2=CC=CC=C2)C2CCN(CC2)CC2=CC(=NC=C2)C2C(NC(CC2)=O)=O 3-(4-((4-(4-amino-3-(4-phenoxyphenyl)-1H-pyrazolo[3,4-d]pyrimidin-1-yl)piperidin-1-yl)methyl)pyridin-2-yl)piperidine-2,6-dione